Ethyl-6-methoxy-1,2,3,4,4a,9b-hexahydro-1,4-methanodibenzo[b,d]furan C(C)C12CCC(C3OC4=C(C31)C=CC=C4OC)C2